NC1=NC=NN2C1=C(C=C2C=2C=C(C(=NC2)OC)C(=O)N[C@@H]2CN(C[C@@H]2F)S(=O)(=O)CC2=CC=C(C=C2)F)C(F)(F)F 5-[4-amino-5-(trifluoromethyl)pyrrolo[2,1-f][1,2,4]triazin-7-yl]-N-[(3R,4S)-4-fluoro-1-[(4-fluorophenyl)methanesulfonyl]pyrrolidin-3-yl]-2-methoxypyridine-3-carboxamide